10E-undecylenic acid C(CCCCCCCCC=C)(=O)O